1,2-dimethyl-4-oxo-6-(trifluoromethoxy)-1,4-dihydrochinolin-3-carboxamid CN1C(=C(C(C2=CC(=CC=C12)OC(F)(F)F)=O)C(=O)N)C